C(=O)O.NCCC(=O)N1CCN(CC1)C(C1=C(C=C(C=C1)NC=1C=2N(C=CN1)C(=CN2)C=2C(=NNC2)C(F)(F)F)C)=O 3-amino-1-[4-[2-methyl-4-[[3-[3-(trifluoromethyl)-1H-pyrazol-4-yl]imidazo[1,2-a]pyrazin-8-yl]amino]benzoyl]piperazin-1-yl]propan-1-one formate